ClC=1C(=CC(=NC1)N1C[C@H]([C@H](C1)OC)F)N 5-chloro-2-((3R,4S)-3-fluoro-4-methoxypyrrolidin-1-yl)pyridin-4-amine